(S)-6-(1,4-dimethyl-1H-1,2,3-triazol-5-yl)-3-ethyl-4-(phenyl-(tetrahydro-2H-pyran-4-yl)methyl)-4H-thieno[2',3':4,5]Pyrrolo[3,2-b]Pyridine-2-carboxylic acid methyl ester COC(=O)C1=C(C2=C(C3=NC=C(C=C3N2[C@@H](C2CCOCC2)C2=CC=CC=C2)C2=C(N=NN2C)C)S1)CC